(R)-4-(3-chloro-7-(cyclopropylsulfonyl)isothiazolo[4,5-b]pyridin-5-yl)-3-methylmorpholine ClC1=NSC=2C1=NC(=CC2S(=O)(=O)C2CC2)N2[C@@H](COCC2)C